2-((S)-4,4-difluoro-3-(6-oxo-1,6-dihydropyridin-3-yl)piperidin-1-yl)-N-(5-((6-oxo-1,6-dihydropyridin-2-yl)oxy)pyridin-2-yl)propanamide, trifluoroacetic acid salt FC(C(=O)O)(F)F.FC1([C@H](CN(CC1)C(C(=O)NC1=NC=C(C=C1)OC=1NC(C=CC1)=O)C)C1=CNC(C=C1)=O)F